5-(1-cyclohexyl-1H-imidazol-2-yl)-1-oxoisoindolin C1(CCCCC1)N1C(=NC=C1)C=1C=C2CNC(C2=CC1)=O